tert-butyl-N-[[7-[5-(4-ethoxyphenyl)-1-methyl-pyrazol-4-yl]-4-oxo-3H-phthalazin-1-yl]methyl]carbamate C(C)(C)(C)OC(NCC1=NNC(C2=CC=C(C=C12)C=1C=NN(C1C1=CC=C(C=C1)OCC)C)=O)=O